3-Amino-6-chloro-5-methoxypyrazine-2-carboxylate NC=1C(=NC(=C(N1)OC)Cl)C(=O)[O-]